N-Methyl-Morpholine N-oxide C[N+]1(CCOCC1)[O-]